NC1=C(C=CC(=C1)Cl)NC(C(C)(C)C1CCC(CC1)C1=CC=NC2=CC=C(C=C12)F)=O N-(2-amino-4-chlorophenyl)-2-((1S,4S)-4-(6-fluoroquinolin-4-yl)cyclohexyl)-2-methylpropanamide